METHYL N-METHYLANTHRANILATE CNC=1C(C(=O)OC)=CC=CC1